C(C(C)C)C1(OCC(O1)C(=O)OC)C methyl 2-isobutyl-2-methyl-1,3-dioxolane-4-carboxylate